C(C)(C)N(CCC1=CNC=2C=CC=C(C12)O)C 3-{2-[isopropyl(methyl)amino]ethyl}-1H-indol-4-ol